C1(=CC(=CC(=C1)C#N)C#N)C#N 1,3,5-benzene-trinitrile